C1(=CC=CC=C1)C1(CC(C1)=O)C(C[Si](C)(C)C)B1OC(C(O1)(C)C)(C)C 3-phenyl-3-(1-(4,4,5,5-tetramethyl-1,3,2-dioxaborolan-2-yl)-2-(trimethylsilyl)ethyl)cyclobutan-1-one